2-(3-(((1R,2R,3S,5S)-2-fluoro-8-azabicyclo[3.2.1]octan-3-yl)oxy)-1,2,4-triazin-6-yl)-5-(1H-imidazol-1-yl)phenol F[C@@H]1[C@H]2CC[C@@H](C[C@@H]1OC=1N=NC(=CN1)C1=C(C=C(C=C1)N1C=NC=C1)O)N2